(dl)-phenylalanine N[C@@H](CC1=CC=CC=C1)C(=O)O |r|